7-((2-methacrylamido)ethoxy)-4-methylcoumarin C(C(=C)C)(=O)NCCOC1=CC=C2C(=CC(OC2=C1)=O)C